OC1=CC=C(C=2CCOC21)[N+](=O)[O-] 7-hydroxy-4-nitro-2,3-dihydrobenzofuran